sarin ((RS)-propan-2-yl methyl-phosphonofluoridate) CC(C)CP(O)(=O)F.CP(OC(C)C)(F)=O